(R)-6-(1-(1-((2-fluoro-4-(methyl-d3)phenyl)methyl-d2)-2-oxopyrrolidin-3-yl)piperidin-4-yl)benzo[d]oxazol-2(3H)-one FC1=C(C=CC(=C1)C([2H])([2H])[2H])C(N1C([C@@H](CC1)N1CCC(CC1)C1=CC2=C(NC(O2)=O)C=C1)=O)([2H])[2H]